N1=CC(=CC=C1)N1N=CC(=C1C(F)(F)F)NC(OC(C)(C)C)=O tert-butyl N-[1-(pyridin-3-yl)-5-(trifluoromethyl)-1H-pyrazol-4-yl]carbamate